tert-butyl 4-[(1r,3r)-3-{4-[1-(2,6-dioxopiperidin-3-yl)-3-methyl-2-oxo-1,3-benzodiazol-4-yl]-3,6-dihydro-2H-pyridin-1-yl}cyclobutoxy]piperidine-1-carboxylate O=C1NC(CC[C@H]1N1C(N(C2=C1C=CC=C2C=2CCN(CC2)C2CC(C2)OC2CCN(CC2)C(=O)OC(C)(C)C)C)=O)=O